C1(CCCCC1)SC1=CC(=C(C=C1)CC)[N+](=O)[O-] 4-(Cyclohexylsulfanyl)-1-ethyl-2-nitrobenzene